dicarboxydiaminodiphenylmethane C(=O)(O)C=1C(=C(C=CC1)C(C1=CC=CC=C1)(N)N)C(=O)O